NC=1C2=C(N=CN1)N(C=C2C#CC=2C(=CC1=C(N=C(O1)NC)C2)F)[C@@H]2CN(CC2)C(C=C)=O (S)-1-(3-(4-amino-5-((6-fluoro-2-(methylamino)benzo[d]oxazol-5-yl)ethynyl)-7H-pyrrolo[2,3-d]pyrimidin-7-yl)pyrrolidin-1-yl)prop-2-en-1-one